C1(CC1)C=1C(=CC(N2[C@@H](CSC12)C(=O)O)=O)CC1=CC=CC2=CC=CC=C12 (3R)-7-cyclopropyl-6-[(1-naphthyl)methyl]-4-oxo-1-thia-3a-aza-3-indanecarboxylic acid